ClC=1C(=C(C=CC1)NC1=NC=NC2=CC(=C(C=C12)OC(=O)C)OC)F 4-[(3-chloro-2-fluorophenyl)amino]-6-acetoxyl-7-methoxyquinazoline